COC(C1=C(C=C(C(=C1)F)OC1CC1)[N+](=O)[O-])=O 4-cyclopropoxy-5-fluoro-2-nitrobenzoic acid methyl ester